N=1N=C(N2C1C=CC=C2)C=O ([1,2,4]triazolo[4,3-a]pyridin-3-yl)methanone